2-(ethylamino)-1-((3-exo)-3-((4-((5-methyl-1H-pyrazol-3-yl)amino)thieno[2,3-d]pyrimidin-2-yl)amino)-8-azabicyclo[3.2.1]octan-yl)ethane-1-one C(C)NCC(=O)C12CC(CC(CC1)N2)NC=2N=C(C1=C(N2)SC=C1)NC1=NNC(=C1)C